C1(CCCCC1)P(C1=C(C=CC=C1OC(C)C)C1=C(C=C(C=C1C(C)C)C(C)C)C(C)C)C1CCCCC1 dicyclohexyl-[3-(1-methylethoxy)-2',4',6'-tri(1-methylethyl)[1,1'-biphenyl]-2-yl]phosphine